(E)-N,N-Dimethyl-4-((1-(5-((Z)-4,4,4-trifluoro-1-(3-fluoro-1-(tetrahydro-2H-pyran-2-yl)-1H-indazol-5-yl)-2-phenylbut-1-en-1-yl)pyridin-2-yl)piperidin-4-yl)amino)but-2-enamide CN(C(\C=C\CNC1CCN(CC1)C1=NC=C(C=C1)\C(=C(\CC(F)(F)F)/C1=CC=CC=C1)\C=1C=C2C(=NN(C2=CC1)C1OCCCC1)F)=O)C